iron-copper-nickel-iron [Fe].[Ni].[Cu].[Fe]